N[C@@H]1C2=C(OC13CCN(CC3)C=3N=CC(=NC3CO)SC3=C(C(=NC=C3)N3CC(C3)C(C)(C)O)F)C=CC(=C2)F (R)-2-(1-(4-(5-(3-amino-5-fluoro-3H-spiro[benzofuran-2,4'-piperidine]-1'-yl)-6-(hydroxymethyl)pyrazin-2-ylsulfanyl)-3-fluoropyridin-2-yl)azetidin-3-yl)propan-2-ol